Methyl 3-[5-[(1,3-dihydro-1-oxo-2H-inden-2-ylidene)methyl]-2-furanyl]benzoate O=C1C(CC2=CC=CC=C12)=CC1=CC=C(O1)C=1C=C(C(=O)OC)C=CC1